N-hydroxysuccinimide sodium salt [Na].ON1C(CCC1=O)=O